NC=1C(NC(N(N1)C1=CC(=C(C(=C1)Cl)OC=1C(=C2C3(C(NC2=CC1)=O)CC3)F)Cl)=O)=O 6-amino-2-(3,5-dichloro-4-((4'-fluoro-2'-oxospiro[cyclopropane-1,3'-indolin]-5'-yl)oxy)phenyl)-1,2,4-triazine-3,5(2H,4H)-dione